OC=1C(=NC=CC1OC)C(=O)N[C@H](C(=O)O[C@H]([C@@H](C)C1=C(C=CC=C1)C(F)(F)F)C)C [(1S,2S)-1-methyl-2-[2-(trifluoromethyl)phenyl]propyl] (2S)-2-[(3-hydroxy-4-methoxy-pyridine-2-carbonyl)amino]propanoate